C1(=CC=CC=C1)C(=C(C1=CC=CC=C1)C1=CC=CC=C1)C=1C=C(C=C(C1)C1=CC(=CC=C1)N)C1=CC(=CC=C1)N 5'-(1,2,2-triphenylvinyl)-[1,1':3',1''-terphenyl]-3,3''-diamine